4-((1-(4-(tert-butyl)piperidine-1-carbonyl)cyclobutyl)amino)phenylacetonitrile C(C)(C)(C)C1CCN(CC1)C(=O)C1(CCC1)NC1=CC=C(C=C1)CC#N